FC1=C(C=C(C=2C=C(N=CC12)N)NC1CCN(CC1)C)C1=C(C=CC=C1C)F 8-fluoro-7-(2-fluoro-6-methyl-phenyl)-N5-(1-methyl-4-piperidyl)isoquinoline-3,5-diamine